C(C)OCCN(CCC(C(=O)O)NC(=O)C1=C(C=NC=C1C(F)(F)F)F)CCCCC1=NC=2NCCCC2C=C1 4-[2-ethoxyethyl-[4-(5,6,7,8-tetrahydro-1,8-naphthyridin-2-yl)butyl]amino]-2-[[3-fluoro-5-(trifluoromethyl)pyridine-4-carbonyl]amino]butanoic acid